methyl (1S,3S,5S)-5-methyl-2-((4-(4-(S-methylsulfonimidoyl)phenoxy)benzoyl)-glycyl)-2-azabicyclo[3.1.0]hexane-3-carboxylate C[C@@]12C[C@H](N([C@H]2C1)C(CNC(C1=CC=C(C=C1)OC1=CC=C(C=C1)S(=O)(=N)C)=O)=O)C(=O)OC